ClCC=1CC2(CC2)C(CC1C1=CC=C(C=C1)Cl)(C)C 5-(chloromethyl)-6-(4-chlorophenyl)-8,8-dimethyl-spiro[2.5]oct-5-ene